C(N)(OCC(OCCOCC#C)C(C)(C)C)=O (tert-butyl 2-(2-(prop-2-yn-1-yloxy) ethoxy) ethyl) carbamate